tin dibromide [Sn](Br)Br